CC(CCCCCC)NC(=S)NC(C)CC 1-(1-methylheptyl)-3-sec-butyl-thiourea